FC1=CC=C(C=C1C1=CN=NC(=C1)OC)O 4-fluoro-5-(6-methoxypyridazin-4-yl)phenol